N1(C=CC=C1)C=1C=NC=C(C1)C#C[Si](C)(C)C 3-(1H-pyrrol-1-yl)-5-((trimethylsilyl)ethynyl)pyridine